COC([C@@H](N(C)C(=O)N1CCC2([C@@H](N(CCO2)C(C=C)=O)C)CC1)C(C)C)=O ((S)-4-propenoyl-5-methyl-1-oxa-4,9-diazaspiro[5.5]undecane-9-carbonyl)-N-methyl-L-valine methyl ester